Cl/C=C/C(=O)NC1=CC=2C(C=3N=C(N=CC3C2C=C1)C(F)(F)F)=O (E)-3-chloro-N-(9-oxo-2-(trifluoromethyl)-9H-indeno[2,1-d]pyrimidin-7-yl)acrylamide